COC(CCCC#CC1=CC(=NC=C1)[C@H](CCC(N)=O)NS(=O)C(C)(C)C)=O.O1C(=CC=C1)C1=CC=C(N)C=C1 4-(furan-2-yl)aniline methyl-6-[2-[(1S)-3-carbamoyl-1-[(2-methylpropane-2-sulfinyl)amino]propyl]pyridin-4-yl]hex-5-ynoate